F[C@@H]1CN(CC[C@@H]1NC1=C2C=C(N(C2=CC=C1)CC(F)(F)F)C#CCNC1=C(C=C(C(=O)O)C=C1)OC)C 4-{[3-(4-{[(3R,4S)-3-fluoro-1-methylpiperidin-4-yl]amino}-1-(2,2,2-trifluoroethyl)-1H-indol-2-yl)prop-2-yn-1-yl]amino}-3-methoxybenzoic acid